CC(C)(C1=CC=C(C=C1)C(C)(C2=CC=C(C=C2)O)C3=CC=C(C=C3)O)C4=CC=C(C=C4)O α,α,α'-tris(4-hydroxyphenyl)-1-ethyl-4-isopropylbenzene